ClC1=C(C=CC(=C1)C)SCC(=O)N1CCN(CC1)C(=O)[C@H]1[C@@H](C1)C1=CC=CC=C1 2-((2-Chloro-4-methylphenyl)thio)-1-(4-(trans-2-phenylcyclopropanecarbonyl)piperazin-1-yl)ethanone